palladium-calcium carbon [C].[Ca].[Pd]